N1=CN=C(C2=C1NC=C2)C=2C=NN(C2)C(C/C=N/O)CC (1E)-3-[4-(7H-pyrrolo[2,3-d]-pyrimidin-4-yl)-1H-pyrazol-1-yl]-pentanal oxime